C1(CCCCC1)P(SC1CCS(C1)(=O)=O)C1CCCCC1 4-bis-cyclohexylphosphinothiotetrahydrothiophene-1,1-dioxide